(1-benzyl-2-(((tert-butyldiphenylsilyl)oxy)methyl)-1,2,3,6-tetrahydropyridin-4-yl)carbamic acid tert-butyl ester C(C)(C)(C)OC(NC=1CC(N(CC1)CC1=CC=CC=C1)CO[Si](C1=CC=CC=C1)(C1=CC=CC=C1)C(C)(C)C)=O